C(C1=CC=CC=C1)OC1=CC(=CC=2CCCCC12)C(=O)OC Methyl 4-(benzyloxy)-5,6,7,8-tetrahydronaphthalene-2-carboxylate